4-(2-chloro-7-(((cis)-2,6-dimethylpiperidin-1-yl)methyl)thieno[3,2-d]Pyrimidin-4-yl)-3-methylmorpholine ClC=1N=C(C2=C(N1)C(=CS2)CN2[C@H](CCC[C@H]2C)C)N2C(COCC2)C